NC1=C(C(=NN1C1=NN(C=C1)C)SCC)C1=CCC(CC1)C(=O)OCC ethyl 4-[5-amino-3-ethylsulfanyl-1-(1-methylpyrazol-3-yl)pyrazol-4-yl]cyclohex-3-ene-1-carboxylate